N[C@H](C(=O)N[C@H](C(=O)NC1=CC=C(C[N+]2(CCCCC2)C)C=C1)C)C(C)C 1-(4-((S)-2-((S)-2-amino-3-methylbutanamido)propionamido)benzyl)-1-methylpiperidin-1-ium